4-((7-(dimethylamino)-5-methyl-[1,2,4]triazolo[1,5-a]pyrimidin-6-yl)methyl)benzenesulfonimidamide CN(C1=C(C(=NC=2N1N=CN2)C)CC2=CC=C(C=C2)S(=O)(N)=N)C